FC=1C=C(C=CC1NCC1=C(C(C(C1([2H])[2H])([2H])[2H])([2H])[2H])C(=O)O)C1=CC(=CC=C1)OC([2H])([2H])[2H] 2-((3-fluoro-3'-(methoxy-d3)-[1,1'-biphenyl]-4-yl)aminomethyl)cyclopent-1-ene-1-carboxylic acid-3,3,4,4,5,5-d6